1-(6-((5-chloro-4-((3-(trifluoromethyl)phenyl)amino)pyrimidin-2-yl)amino)pyridin-3-yl)piperidine-4-carbonitrile ClC=1C(=NC(=NC1)NC1=CC=C(C=N1)N1CCC(CC1)C#N)NC1=CC(=CC=C1)C(F)(F)F